1-hydroxy-4-methyl-6-(2,4-dimethylpentyl)-2(1H)-pyridinone ON1C(C=C(C=C1CC(CC(C)C)C)C)=O